1,3-bis(tetrahydrofurylaminomethyl)-4,5-dimethoxycyclohexane O1C(CCC1)NCC1CC(C(C(C1)OC)OC)CNC1OCCC1